2-amino-3-[(s)-prop-2-enylsulfinyl]propanoic acid NC(C(=O)O)C[S@@](=O)CC=C